COC1=C(C=O)C(=CC(=C1)OC)OC 2,4,6-Trimethoxybenzaldehyd